N4-(2,6-difluoro-4-(methylthio)benzyl)-6-methyl-5-phenylpyridine-3,4-diamine FC1=C(CNC2=C(C=NC(=C2C2=CC=CC=C2)C)N)C(=CC(=C1)SC)F